5-methyl-1H-1,2,3-triazole-4-carbaldehyde CC1=C(N=NN1)C=O